C[C@H]1[C@H]([C@H]([C@@H](C(O1)O)O)O)O[C@@H]2[C@@H]([C@H]([C@H]([C@H](O2)CO)O)O)O The molecule is a disaccharide that is L-fucopyranose in which the hydroxy group at position 4 has been converted into the corresponding alpha-D-galactopyranoside. It is a glycoside and an alpha-D-galactoside. It derives from a hydride of a L-fucopyranose.